4-formyl-3-hydroxyphenoxylacetate C(=O)C1=C(C=C(OCC(=O)[O-])C=C1)O